(E)-2-(Benzoyl)-1-(1,3-dithian-2-yl)-3-(4-methoxyphenyl)prop-2-en-1-one C(C1=CC=CC=C1)(=O)/C(/C(=O)C1SCCCS1)=C\C1=CC=C(C=C1)OC